2-amino-4-(beta-hydroxyethylamino)-1-methoxybenzene NC1=C(C=CC(=C1)NCCO)OC